CC1=NC(=NC=C1S(=O)(=O)Cl)C(F)(F)F 4-methyl-2-(trifluoromethyl)pyrimidin-5-sulfonyl chloride